4-(3-(methylsulfonyl)phenyl)-1-propylpiperidine CS(=O)(=O)C=1C=C(C=CC1)C1CCN(CC1)CCC